Cl.NCC(CC1=CC=NC=C1)=O 1-amino-3-(pyridin-4-yl)propan-2-one hydrochloride